FC1(CCC(CC1)NC(=O)C1=C2NC(=NC2=NC(=N1)N1C=NC=C1)C)F N-(4,4-difluorocyclohexyl)-2-(1H-imidazol-1-yl)-8-methyl-7H-purine-6-carboxamide